C1(=CC=CC=C1)C1=CC(=NO1)C(=O)C=1SC=CC1 (5-phenylisoxazol-3-yl)(thiophen-2-yl)methanone